ClC1=C(C=CC=C1)N1C(=NC2=CC=CC=C2C1=O)CC1=CC=C(C(=O)NO)C=C1 4-{[3-(2-chlorophenyl)-4-oxo-3,4-dihydroquinazolin-2-yl]methyl}-N-hydroxybenzamide